C(C)(C)(C)OC(=O)N1N([C@@H](CCC1)C(=O)O)C(=O)OC(C)(C)C (3S)-1,2-bis(t-butoxycarbonyl)hexahydropyridazine-3-carboxylic acid